4-[4-trifluoromethylphenyl]-quinolinium FC(C1=CC=C(C=C1)C1=CC=[NH+]C2=CC=CC=C12)(F)F